tert-butyl (R)-6-(2-((methylsulfonyl)methyl)morpholino)quinoline-4-carboxylate CS(=O)(=O)C[C@@H]1OCCN(C1)C=1C=C2C(=CC=NC2=CC1)C(=O)OC(C)(C)C